1-N'-[3-fluoro-4-[7-(1H-imidazol-2-yl)-6-methylquinolin-4-yl]oxyphenyl]-1-N-(4-fluorophenyl)cyclopropane-1,1-dicarboxamide FC=1C=C(C=CC1OC1=CC=NC2=CC(=C(C=C12)C)C=1NC=CN1)NC(=O)C1(CC1)C(=O)NC1=CC=C(C=C1)F